COC1=C2C=C(NC2=CC=C1)C(=O)N[C@H](C(CN(C(SC)=O)C[C@H]1C(NCC1)=O)=O)CC(C)C S-methyl ((S)-3-(4-methoxy-1H-indole-2-carboxamido)-5-methyl-2-oxohexyl)(((S)-2-oxopyrrolidin-3-yl)methyl)carbamothioate